(2S,4R)-N-((S)-1-cyano-2-((S)-2-oxopyrrolidin-3-yl)ethyl)-1-((S)-3,3-dimethyl-2-(2,2,2-trifluoroacetamido)butanoyl)-4-isopropylpyrrolidine-2-carboxamide C(#N)[C@H](C[C@H]1C(NCC1)=O)NC(=O)[C@H]1N(C[C@H](C1)C(C)C)C([C@H](C(C)(C)C)NC(C(F)(F)F)=O)=O